C(C)(C)(C)C=1C=C(C=C(C1O)C(C)(C)C)CCC(=O)OCC(COC(CCC1=CC(=C(C(=C1)C(C)(C)C)O)C(C)(C)C)=O)(COC(CCC1=CC(=C(C(=C1)C(C)(C)C)O)C(C)(C)C)=O)COC(CCC1=CC(=C(C(=C1)C(C)(C)C)O)C(C)(C)C)=O pentaerythritol tetra(beta-(3,5-di-tert-butyl-4-hydroxyphenyl) propionate)